(38S,42S)-38,42-bis(tert-butoxycarbonyl)-47,47-dimethyl-32,40,45-trioxo-3,6,9,12,15,18,21,24,27,30,46-undecaoxa-33,39,41-triazaoctatetracontanoic acid C(C)(C)(C)OC(=O)[C@H](CCCCNC(COCCOCCOCCOCCOCCOCCOCCOCCOCCOCC(=O)O)=O)NC(N[C@@H](CCC(OC(C)(C)C)=O)C(=O)OC(C)(C)C)=O